C[C@H]1CC[C@@]2([C@H]3CC[C@@H]4[C@]5(CC[C@@H]([C@@H]5CC[C@]4([C@@]3(CC[C@H]2C1(C)C)C)C)[C@H](C)[C@H]([C@H]([C@H]([C@H]([C@H](CN)O)O)O)O)O)C)C The molecule is a member of the class of hopanoids that is bacteriohopane-30,31,32,33,34-pentol carrying additional methyl and amino substituents at positions 3 and 35 respectively. Isolated from Methylococcus capsulatus. It has a role as a bacterial metabolite. It is a hopanoid, a primary amino compound and a pentol.